N-(5,6-Dimethoxy-benzothiazol-2-yl)-2-(4-ethanesulfonyl-phenyl)-2-p-tolylamino-acetamide COC=1C(=CC2=C(N=C(S2)NC(C(NC2=CC=C(C=C2)C)C2=CC=C(C=C2)S(=O)(=O)CC)=O)C1)OC